BrC1=CC2=C(N=C(S2)NC(CCN2CCCC2)=O)C=C1 N-(6-bromobenzothiazol-2-yl)-3-(pyrrolidin-1-yl)propionamide